The molecule is a hydroxy monocarboxylic acid anion. It has a role as a Saccharomyces cerevisiae metabolite. It is a conjugate base of a (R)-pantoic acid. CC(C)(CO)[C@H](C(=O)[O-])O